CS(=O)(=O)OCCC1OC(OC1)(C)C 2-(2,2-dimethyl-1,3-dioxolan-4-yl)ethyl methanesulfonate